((2-chlorobenzyl)thio)-1,3,4-thiadiazol-2-amine ClC1=C(CSC2=NN=C(S2)N)C=CC=C1